1,3,8-triazaspiro[5.5]undecan-2-one N1C(NCCC12CNCCC2)=O